FC1=C(C(=CC=C1C1=CC(=NN1)C(C)O)O)N1CC(NS1(=O)=O)=O 5-(2-fluoro-6-hydroxy-3-(3-(1-hydroxyethyl)-1H-pyrazol-5-yl)phenyl)-1,2,5-thiadiazolidin-3-one 1,1-dioxide